FC1=C(C=C(C=C1C)NC1=NC=C(C(=N1)NC=1C=CC2=C(NC(O2)=O)C1)C)OC 5-(2-(4-fluoro-3-methoxy-5-methylphenylamino)-5-methylpyrimidin-4-ylamino)benzo[d]oxazol-2(3H)-one